(3S,4R)-3-fluoro-N-{2-iodo-3-[(trifluoromethyl)sulfanyl]pyrazolo[1,5-a]pyridin-7-yl}-1-methylpiperidin-4-amine F[C@H]1CN(CC[C@H]1NC1=CC=CC=2N1N=C(C2SC(F)(F)F)I)C